C(C)(C)(C)C1=CC=C(C=C1)C(=O)N[C@H](C(=O)N[C@H](C(=O)N[C@H](C(=O)N[C@H](C(=O)N[C@H](C(=O)O)CO)CCCCN(CC)CC)CC(C)C)C)CC1=CC=CC=C1 (2S)-2-[(2S)-2-[(2S)-2-[(2S)-2-[(2S)-2-[(4-tert-butylphenyl)formamido]-3-phenylpropanamido]propanamido]-4-methylpentanamido]-6-(diethylamino)hexanamido]-3-hydroxypropanoic acid